ethyl-4-(4,4,5,5-tetramethyl-1,3,2-dioxaborolan-2-yl)-3,6-dihydro-2H-pyridine-1,5-dicarboxylate C(C)OC(=O)N1CCC(=C(C1)C(=O)[O-])B1OC(C(O1)(C)C)(C)C